copper-manganese nitrate [N+](=O)([O-])[O-].[Mn+2].[Cu+2].[N+](=O)([O-])[O-].[N+](=O)([O-])[O-].[N+](=O)([O-])[O-]